2-(4,4-difluorocycloheptyl)-4,6-dimethyl-N-(3-((S)-S-methylsulfonimidoyl)phenyl)-5-(trifluoromethyl)-1,2-dihydropyridine-3-carboxamide FC1(CCC(CCC1)C1NC(=C(C(=C1C(=O)NC1=CC(=CC=C1)[S@](=O)(=N)C)C)C(F)(F)F)C)F